COC(C(CC1CC1)C1=NC=C(C(=C1)\C=C\OCC)C)=O (E)-3-cyclopropyl-2-(4-(2-ethoxyvinyl)-5-methylpyridin-2-yl)propionic acid methyl ester